5-chloro-2-(1-methyl-1H-pyrazol-5-yl)[1,2,4]triazolo[1,5-c]quinazoline ClC1=NC=2C=CC=CC2C=2N1N=C(N2)C2=CC=NN2C